(2S)-1-N-[4-methyl-5-[2-(1,1,1-trifluoro-2-methylpropan-2-yl)pyridin-4-yl]-1,3-thiazol-2-yl]pyrrolidine CC=1N=C(SC1C1=CC(=NC=C1)C(C(F)(F)F)(C)C)N1CCCC1